2,4-Dichlorophenoxyacrylic acid ClC1=C(OC(C(=O)O)=C)C=CC(=C1)Cl